2,2-dimethyl-3-oxo-3-((2-(1-trityl-1H-imidazol-4-yl)ethyl)amino)propionic acid CC(C(=O)O)(C(NCCC=1N=CN(C1)C(C1=CC=CC=C1)(C1=CC=CC=C1)C1=CC=CC=C1)=O)C